ClC=1C=CC(=C2C(C(=C(NC12)NC1=CC=CC=C1)C(CC(C)C)=O)=O)[N+](=O)[O-] 8-chloro-3-(3-methylbutanoyl)-5-nitro-2-(phenylamino)quinolin-4(1H)-one